C(C)(C)(CC)OOC(C)(C)CC ditertiary-amyl peroxide